5-formyl-6-methoxy-3,4-dihydro-1H-isoquinoline-2-carboxylic acid tert-butyl ester C(C)(C)(C)OC(=O)N1CC2=CC=C(C(=C2CC1)C=O)OC